C(C)C1OC2(CC1)OCCC2 2-ethyl-1,6-dioxaspiro[4.4]nonane